[Si](C)(C)(C(C)(C)C)O[C@H]1C2CNCC(C1)N2C(=O)OC(C)(C)C tert-butyl (6R)-6-((tert-butyldimethylsilyl)oxy)-3,8-diazabicyclo[3.2.1]octane-8-carboxylate